O1C(=CC=C1C(=O)[O-])C=1OC(=CC1)C(=O)[O-] 2,2'-bifuran-5,5'-dicarboxylate